NC1=CC(=C(C(=O)NCCCC[C@@H](C=2NC(=CN2)C2=CC3=CC=CC=C3C=C2)NC(=O)C2=CN=CS2)C=C1)SC (S)-N-(5-(4-amino-2-(methylthio)benzamido)-1-(5-(naphthalen-2-yl)-1H-imidazol-2-yl)pentyl)thiazole-5-carboxamide